3-[7-[4-[4-[(3R,5R)-5-[(5-bromo-1-methyl-6-oxo-pyridazin-4-yl)amino]-1-methyl-3-piperidyl]benzoyl]piperazin-1-yl]-2-oxo-1,3-benzoxazol-3-yl]piperidine-2,6-dione BrC1=C(C=NN(C1=O)C)N[C@@H]1C[C@@H](CN(C1)C)C1=CC=C(C(=O)N2CCN(CC2)C2=CC=CC=3N(C(OC32)=O)C3C(NC(CC3)=O)=O)C=C1